(2R,3S)-2-(4-(cyclopentylamino)phenyl)-1-(2-fluorobenzoyl)-N-(4-(hydroxymethyl)-3-(trifluoromethyl)phenyl)-1,2,3,4-tetrahydroquinoline-3-carboxamide C1(CCCC1)NC1=CC=C(C=C1)[C@@H]1N(C2=CC=CC=C2C[C@@H]1C(=O)NC1=CC(=C(C=C1)CO)C(F)(F)F)C(C1=C(C=CC=C1)F)=O